biseicosyl sebacate (dieicosyl sebacate) C(CCCCCCCCCCCCCCCCCCC)C(C(=O)O)(CCCCCCCC(=O)O)CCCCCCCCCCCCCCCCCCCC.C(CCCCCCCCC(=O)OCCCCCCCCCCCCCCCCCCCC)(=O)OCCCCCCCCCCCCCCCCCCCC